FC1(CN(C2=CC=CC=C2C1N1C(N(C2=NC(=NC=C2C1)NC=1C=NN(C1)CCO)C)=O)C(C(=C)F)=O)F 3-[3,3-difluoro-1-(2-fluoroprop-2-enoyl)-2,4-dihydro-quinolin-4-yl]-7-[[1-(2-hydroxyethyl)pyrazol-4-yl]amino]-1-methyl-4H-pyrimido[4,5-d]pyrimidin-2-one